FC(OC1=CC=C(C=C1)C1=CN=C2N1C=CN=C2NC2=CC(=C(C=C2)C(=O)N2CCC1(CNCCO1)CC2)C)F (4-((3-(4-(difluoromethoxy)phenyl)imidazo[1,2-a]pyrazin-8-yl)amino)-2-methylphenyl)(1-oxa-4,9-diazaspiro[5.5]undecan-9-yl)methanone